1,3-bis(3,5-Dibromophenyl)propan-2-one BrC=1C=C(C=C(C1)Br)CC(CC1=CC(=CC(=C1)Br)Br)=O